ClC1=CN=C2N1C=C(C=C2C(=O)OC)C=O methyl 3-chloro-6-formylimidazo[1,2-a]pyridine-8-carboxylate